1-(5-((1-(((3r,5r,7r)-adamantan-1-yl)methyl)piperidin-4-yl)methyl)pyrazolo[1,5-a]pyridin-3-yl)dihydropyrimidine-2,4(1H,3H)-dione C12(CC3CC(CC(C1)C3)C2)CN2CCC(CC2)CC2=CC=3N(C=C2)N=CC3N3C(NC(CC3)=O)=O